C1(=C(C=CC=C1)C=1C=C2C(=NC1)NC=C2)C 5-(o-tolyl)-1H-pyrrolo[2,3-b]pyridine